ClC1=C(C(=C(C=C1OC)OC)Cl)C1=CC2=C(N=C(N=C2)NC2=C(C=CC=C2C)NC(C=C)=O)C(N1C)=O N-(2-((6-(2,6-dichloro-3,5-dimethoxyphenyl)-7-methyl-8-oxo-7,8-dihydropyrido[3,4-d]pyrimidin-2-yl)amino)-3-methylphenyl)acrylamide